CC1=C(C(=O)C2=C(C=CC=C2)P([O-])(=O)CC)C(=CC(=C1)C)C 2,4,6-trimethylbenzoyl-ethyl-phenyl-phosphinate